C(C)(C)(C)OC(=O)N[C@H](C(C#N)NC1=C(C(=O)OC(C)(C)C)C=CC=C1)CC1=CNC2=CC=CC=C12 tert-Butyl 2-(((2S)-2-((tert-butoxycarbonyl)amino)-1-cyano-3-(1H-indol-3-yl)propyl)amino)-benzoate